(E)-5-(5-fluoro-2-hydroxystyryl)pyrazolo[1,5-a]Pyrimidine-3-carboxylic acid ethyl ester C(C)OC(=O)C=1C=NN2C1N=C(C=C2)\C=C\C2=C(C=CC(=C2)F)O